C1(CCCC1)OC1=C(OC=2C(=NC=NC2)N2CC3(CCN(C3)CC3=CC=C4C(C(NC4=C3)=O)(C)C)CC2)C=CC(=C1)F 6-((7-(5-(2-(cyclopentyloxy)-4-fluorophenoxy)pyrimidin-4-yl)-2,7-diazaspiro[4.4]nonan-2-yl)methyl)-3,3-dimethylindolin-2-one